5-chloro-N-(5-chloro-6-(2H-1,2,3-triazol-2-yl)pyridin-3-yl)-2,4'-difluoro-2'-(hydroxymethyl)-(1,1'-biphenyl)-4-carboxamide ClC=1C(=CC(=C(C1)C1=C(C=C(C=C1)F)CO)F)C(=O)NC=1C=NC(=C(C1)Cl)N1N=CC=N1